(S)-6-Fluoro-2,10-dimethyl-7-(6-(3-(4-methylpiperidin-1-yl)propoxy)pyridin-3-yl)-9,10-dihydro-8-Oxa-2,4,10a-triazanaphtho[2,1,8-cde]azulen-1(2H)-one FC=1C=C2N=CC=3N(C(N4[C@H](COC(=C2C34)C1C=1C=NC(=CC1)OCCCN1CCC(CC1)C)C)=O)C